COC=1C=C(C=C(C1)OC)[C@H]1C[C@H]([C@H]2[C@@H]1OC(O2)(C)C)N2C=C(C1=C2N=C(N=C1N)Cl)C1=NN(C=C1)CC1=CC=CC=C1 7-[(3aS,4R,6R,6aR)-6-(3,5-dimethoxyphenyl)-2,2-dimethyl-tetrahydro-3aH-cyclopenta[d][1,3]dioxol-4-yl]-5-(1-benzylpyrazol-3-yl)-2-chloropyrrolo[2,3-d]pyrimidin-4-amine